4-(5-chloro-2-(pyridin-4-yl)pyrazolo[1,5-a]pyrimidin-7-yl)-morpholine ClC1=NC=2N(C(=C1)N1CCOCC1)N=C(C2)C2=CC=NC=C2